4-(4-bromo-2-oxo-2,3-dihydro-1H-benzo[d]imidazol-1-yl)-N-(3,4-dichlorophenyl)-2-methylpiperidine-1-carboxamide BrC1=CC=CC=2N(C(NC21)=O)C2CC(N(CC2)C(=O)NC2=CC(=C(C=C2)Cl)Cl)C